(2-((2R,3S,4S,5S,6R)-6-(4-(3-(hex-5-yn-1-yl)ureido)-3-hydroxyphenoxy)-3,4,5-trihydroxytetrahydro-2H-pyran-2-yl)ethyl)phosphonic acid C(CCCC#C)NC(NC1=C(C=C(O[C@@H]2[C@H]([C@H]([C@@H]([C@H](O2)CCP(O)(O)=O)O)O)O)C=C1)O)=O